CC([C@@H](C)NC1=C(C=NC2=C(C=C(C=C12)N[C@H](C=1N=NN(C1)C1(CC1)C(F)(F)F)C=1C(=NC(=CC1)F)C)C#N)C#N)(C)C 4-(((R)-3,3-dimethylbutan-2-yl)amino)-6-(((S)-(6-fluoro-2-methylpyridin-3-yl)(1-(1-(trifluoromethyl)cyclopropyl)-1H-1,2,3-triazol-4-yl)methyl)amino)quinoline-3,8-dicarbonitrile